C(C)C(COC1=CC(=CC=C1)CCCCCCCCCCCCCCC)CCCC 1-((2-ethylhexyl)oxy)-3-pentadecylbenzene